3-[5-[4-(2-hydroxy-2-methyl-1-oxopropyl)-1-piperazinyl]-2-(trifluoromethyl)phenyl]-4-(1H-indole-3-Yl)-1H-pyrrole-2,5-dione OC(C(=O)N1CCN(CC1)C=1C=CC(=C(C1)C=1C(NC(C1C1=CNC2=CC=CC=C12)=O)=O)C(F)(F)F)(C)C